OC(C)(C)C=1C=CC=2N(C1)C=CN2 6-(1-hydroxy-1-methyl-ethyl)-imidazo[1,2-a]Pyridine